stigmast-7,24(28)-diene-3-ol CC=C(CC[C@@H](C)[C@H]1CC[C@H]2C3=CCC4CC(CC[C@]4(C)[C@H]3CC[C@]12C)O)C(C)C